C[C@H]1[C@@H](N=C(O1)C2=C(C(=CC=C2)O)O)C(=O)NCCCN(CCCNC(=O)C3=C(C(=CC=C3)O)O)C(=O)[C@@H]4[C@H](OC(=N4)C5=C(C(=CC=C5)O)O)C The molecule is a catecholate siderophore produced exclusively by Vibrio cholerae. It contains three molecules of 2,3-dihydroxybenzoate linked either directly or through L-threonine residues to the polyamine norspermidine. It has a role as a siderophore. It is a member of 1,3-oxazoles and a secondary carboxamide.